CC=1N=C(C=2N(C1)N=C(N2)NC(=O)C2=C(C=C(C1=CN(N=C21)C)N2CCC(CC2)N(C(OC(C)(C)C)=O)CC)F)C tert-butyl N-[1-[7-[(6,8-dimethyl-[1,2,4]triazolo[1,5-a]pyrazin-2-yl)carbamoyl]-6-fluoro-2-methyl-indazol-4-yl]-4-piperidyl]-N-ethyl-carbamate